1-Allyl-4-chloro-3-fluoro-7-nitro-1,3-dihydro-2,1-benzothiazol-2,2-dioxid C(C=C)N1S(C(C2=C1C(=CC=C2Cl)[N+](=O)[O-])F)(=O)=O